C(C)C(CC(C(=O)O)C1=CNC2=CC=CC=C12)CC α-(2-Ethyl-1-butyl)-3-indoleacetic Acid